C[C@H](C(=O)O)C1=CC=C(C=C1)C (S)-α,4-Dimethylphenylacetic acid